thia-1,14-diazatetracyclo[14.7.2.03,6.019,24]pentacosa-8,16(25),17,19(24)-tetraene N12SC3CCC3CC=CCCCCNCC=3C=CC(CCCC1)=C2C3